C(CC#C)C1(NN=CC=C1)CCI 3-(but-3-ynyl)-3-(2-iodoethyl)-3H-diazine